2-vinyl-6,7-dimethyl-thioxanthone C(=C)C1=CC=2C(C3=CC(=C(C=C3SC2C=C1)C)C)=O